2-[4-(3-fluoroazetidin-1-yl)-3-(trifluoromethyl)phenyl]-1,3,4-oxadiazole FC1CN(C1)C1=C(C=C(C=C1)C=1OC=NN1)C(F)(F)F